C1(=CC=C(C=C1)CC=1C(=O)CC(CC1C)(C)C)CC=1C(=O)CC(CC1C)(C)C 1,4-xylylenediisophorone